C(C)(=O)C1=NN(C2=CC=C(C=C12)C=1C=NC(=NC1)SC)CC(=O)OC(C)(C)C tert-Butyl 2-(3-acetyl-5-(2-(methylthio)pyrimidin-5-yl)-1H-indazol-1-yl)acetate